(2-methylbenzyl)oxyl-7-oxabicyclo[2.2.1]heptan CC1=C(COC23CCC(CC2)O3)C=CC=C1